ClC1=C(C=CC(=C1)C1=C(C(=NC(=C1)C)C1=CC(=NC=C1)N1C[C@](CC1)(C)O)O)N1C(N(C=C1)C)=O (R)-1-(2-chloro-4-(3-hydroxy-2'-(3-hydroxy-3-methylpyrrolidin-1-yl)-6-methyl-[2,4'-bipyridin]-4-yl)phenyl)-3-methyl-1H-imidazol-2(3H)-one